CC1=C(C(=CC=C1)C)C1=NC(=NC(=C1)OCC(CCC(C)(C)F)NCC=1N=C2C(=NC1)OC(=C2)C(C)C)NS(=O)(=O)C=2C=C(C(=O)O)C=CC2 3-[[4-(2,6-Dimethylphenyl)-6-[5-fluoro-2-[(6-isopropylfuro[2,3-b]pyrazin-2-yl)methylamino]-5-methyl-hexoxy]pyrimidin-2-yl]sulfamoyl]benzoic acid